O=C1NC(CCC1N1C(C2=CC=CC(=C2C1=O)OC(C)C=1N=NN(C1)C1CN(C1)C(=O)OC(C)(C)C)=O)=O tert-butyl 3-[4-[1-[2-(2,6-dioxo-3-piperidyl)-1,3-dioxo-isoindolin-4-yl]oxyethyl]triazol-1-yl]azetidine-1-carboxylate